[Na+].[Na+].[Na+].C(CCC(=O)[O-])(=O)[O-].C(CCC(=O)O)(=O)[O-].C(CN)N ethylenediamine disuccinic acid trisodium salt